2-[2-[2-(2-hydroxyethoxy)ethoxy]ethoxy]ethanol OCCOCCOCCOCCO